2-[1-(2-methyl-1,3-thiazol-4-yl)-1H-pyrazol-3-yl]acetic acid CC=1SC=C(N1)N1N=C(C=C1)CC(=O)O